FC(C(=O)O)(F)F.N1N=C(C=C1)C1=CC=C2C(=CNC2=C1)C1=NC(=NC=C1C(F)(F)F)N[C@@H]1CNCCCC1 (3S)-N-{4-[6-(1H-pyrazol-3-yl)-1H-indol-3-yl]-5-(trifluoromethyl)pyrimidin-2-yl}azepan-3-amine trifluoroacetic acid salt